(S)-N-((S)-3-(3-chloro-4-hydroxyphenyl)-2-(dimethylamino)propyl)-3-phenylbutyramide ClC=1C=C(C=CC1O)C[C@@H](CNC(C[C@H](C)C1=CC=CC=C1)=O)N(C)C